6-chloro-N-(2,4-difluoro-3-(2-((1-(2-methoxyethyl)piperidin-4-yl)amino)quinazolin-6-yl)phenyl)-1-hydroxy-3,3-dimethyl-2,3-dihydro-1H-indene-4-sulfonamide ClC=1C=C(C=2C(CC(C2C1)O)(C)C)S(=O)(=O)NC1=C(C(=C(C=C1)F)C=1C=C2C=NC(=NC2=CC1)NC1CCN(CC1)CCOC)F